NC1C2CN(CC1C2)C(C(C)(C)C=2C=C1C(=C(NC1=CC2)C2=CC(=NC=C2)C)C(C)C)=O 1-(6-amino-3-azabicyclo[3.1.1]hept-3-yl)-2-(3-isopropyl-2-(2-methylpyridin-4-yl)-1H-indol-5-yl)-2-methylpropan-1-one